C(C)OC(=O)C1(C=NC=2N(C1)N=CC2)C(=O)OCC Pyrazolo[1,5-a]Pyrimidine-6,6-dicarboxylic acid diethyl ester